C1(CC1)C1=CC(=NN1)NC(CC=1C=NN(C1)C=1N=C(SC1)C)=O N-(5-cyclopropyl-1H-pyrazol-3-yl)-2-[1-(2-methyl-1,3-thiazol-4-yl)-1H-pyrazol-4-yl]acetamide